ICN(C)C N-Iodomethyl-N,N-dimethylamine